FC=1C(C=CC(C1C)=NO)=O 2-fluoro-4-(hydroxyimino)-3-methylcyclohexa-2,5-dien-1-one